2-(6-(([1,1'-biphenyl]-2-yloxy)methyl)pyridin-3-yl)-5-(difluoromethyl)-1,3,4-oxadiazol C1(=C(C=CC=C1)OCC1=CC=C(C=N1)C=1OC(=NN1)C(F)F)C1=CC=CC=C1